FC1(CCC(CC1)[C@H](NC(=O)C1=NN(N=C1)CCOC(F)F)C1=NC2=C(N1)C=C(C=C2)[C@@H](C)NC(CCC(F)(F)F)=O)F N-[(S)-(4,4-Difluorocyclohexyl)-[6-[(1R)-1-(4,4,4-trifluorobutanoylamino)ethyl]-1H-benzimidazol-2-yl]methyl]-2-[2-(difluoromethoxy)ethyl]triazole-4-carboxamide